COC1=CC=C(C=C1)C(C#C)(O)C1=CC=C(C=C1)N1CCN(CC1)S(=O)(=O)C(F)(F)F 1-(4-methoxyphenyl)-1-(4-(4-((trifluoromethyl)sulfonyl)piperazin-1-yl)phenyl)prop-2-yn-1-ol